COC(C1=C(C=CC=C1)C=1C=NN(C1)C(F)F)=O (1-(difluoromethyl)-1H-pyrazol-4-yl)benzoic acid methyl ester